C(C)(C)(C)OC(=O)N1C(CN(CC1)C1=NC(=C(N=C1)C(C1=C(C(=CC=C1)Cl)Cl)=O)Cl)C 4-[6-chloro-5-(2,3-dichlorobenzoyl)pyrazine-2-yl]-2-methylpiperazine-1-carboxylic acid tert-butyl ester